C1=C(C(=O)C(=CC1=O)Cl)Cl The molecule is a member of the class of 1,4-benzoquinones that is p-benzoquinone in which the hydrogens at positions 2 and 6 have been replaced by chlorines. A highly toxic and carcinogenic disinfection by-product found in drinking water. It has a role as a carcinogenic agent and a poison. It is a member of 1,4-benzoquinones and an organochlorine compound.